1-tert-butyl 3-methyl 3-aminopyrrolidine-1,3-dicarboxylate NC1(CN(CC1)C(=O)OC(C)(C)C)C(=O)OC